C(C1=CC=CC=C1)C(C(=O)[O-])C#N Benzylcyanoacetat